4-(2-chloro-5-(3'-chloro-5-fluoro-2-methoxy-4'-(3-methyl-2-oxoimidazolidin-1-yl)-[1,1'-biphenyl]-3-yl)pyridin-3-yl)piperazine-1-carboxylic acid tert-butyl ester C(C)(C)(C)OC(=O)N1CCN(CC1)C=1C(=NC=C(C1)C=1C(=C(C=C(C1)F)C1=CC(=C(C=C1)N1C(N(CC1)C)=O)Cl)OC)Cl